CC=1SC(=C(N1)[C@H](N)C1(CC1)C)C (R)-(2,5-Dimethylthiazol-4-yl)(1-methylcyclopropyl)-methanamine